C1(=CC=CC=C1)C1=CC(=NC=C1)NC=1OC(=CN1)C1=NC=CC=C1 N-(4-phenylpyridin-2-yl)-5-(pyridin-2-yl)oxazol-2-amine